O=C1NC(CCC1N1C(N(C2=C1C=CC(=C2)C2CCN(CC2)CC=O)C)=O)=O 2-[4-[1-(2,6-dioxo-3-piperidyl)-3-methyl-2-oxo-benzimidazol-5-yl]-1-piperidyl]acetaldehyde